N-(2-(6-((tert-butoxycarbonyl)amino)pyridin-3-yl)acetyl)glycine C(C)(C)(C)OC(=O)NC1=CC=C(C=N1)CC(=O)NCC(=O)O